C(C)(C)(C)OC(=O)N1CCC(CC1)(C)C(N)=O 4-Carbamoyl-4-methylpiperidine-1-carboxylic acid tert-butyl ester